ClC=1C=CC2=C([C@@H](C[C@H](O2)C(=O)NC23CC(C2)(C3)C=3OC(=CN3)C3=CC=C(C=C3)Cl)O)C1 (2S,4R)-6-chloro-N-{3-[5-(4-chlorophenyl)-1,3-oxazol-2-yl]bicyclo[1.1.1]pentan-1-yl}-4-hydroxy-3,4-dihydro-2H-1-benzopyran-2-carboxamide